benzo[d]isothiazole-3-carboxamide S1N=C(C2=C1C=CC=C2)C(=O)N